(2R)-N-[7-Cyano-2-[[2-[2-oxo-3-(3-oxo-4H-pyrazino[2,3-b][1,4]oxazin-6-yl)oxazolidin-5-yl]ethylamino]methyl]indan-5-yl]-1-methyl-pyrrolidine-2-carboxamide C(#N)C=1C=C(C=C2CC(CC12)CNCCC1CN(C(O1)=O)C1=NC2=C(OCC(N2)=O)N=C1)NC(=O)[C@@H]1N(CCC1)C